OC1=C(C=CC=C1)C=1C(=CC=CC1)C=1C(=CC=CC1)C1=CC=CC=C1 hydroxyquaterphenyl